2,4,6,8,10-pentamethyl-2,4,6,8,10-pentavinyl-1,3,5,7,9,2,4,6,8,10-pentaoxapentasilecane C[Si]1(O[Si](O[Si](O[Si](O[Si](O1)(C=C)C)(C=C)C)(C=C)C)(C=C)C)C=C